Bis[N-(naphthyl)-N-phenyl-amino]biphenyl diethyl-2-(1-ethoxyethylidene)malonate C(C)OC(C(C(=O)OCC)=C(C)OCC)=O.C1(=CC=CC2=CC=CC=C12)N(C1=CC=CC=C1)C1=CC=C(C=C1)C1=CC=C(C=C1)N(C1=CC=CC2=CC=CC=C12)C1=CC=CC=C1